[Si](C1=CC=CC=C1)(C1=CC=CC=C1)(C(C)(C)C)OCC(C(=O)[O-])C 3-((tert-butyldiphenylsilyl)oxy)-2-methylpropanoate